3,5-dicyclopropyl-5-methyl-2-pyrazoline C1(CC1)C1=NNC(C1)(C)C1CC1